The molecule is a member of the class of pyrazoles that is 1H-pyrazole in which the hydrogens at positions 3, 4, and 5 are replaced by N-(hydroxyacetyl)piperidin-4-yl, pyrimidin-4-yl and p-chlorophenyl groups, respectively. It is a member of pyrazoles, a member of pyrimidines, a N-acylpiperidine, a member of monochlorobenzenes and a primary alcohol. C1CN(CCC1C2=C(C(=NN2)C3=CC=C(C=C3)Cl)C4=NC=NC=C4)C(=O)CO